CN(CCCCCCSC1=C2CN(C(C2=CC=C1)=O)C1C(NC(CC1)=O)=O)C 3-(4-((6-(dimethylamino)hexyl)thio)-1-oxoisoindolin-2-yl)piperidine-2,6-dione